FC(C=1C=C(C=C(C1)C(F)(F)F)S(=O)(=O)O)(F)F 3,5-bis(trifluoromethyl)benzenesulfonic acid